(1R,2R)-2-fluoro-N-(2-(1-methyl-1H-imidazol-2-yl)-3-(4-methyl-6-propionylpyridin-3-yl)-1,6-naphthyridin-7-yl)cyclopropane-1-carboxamide F[C@H]1[C@H](C1)C(=O)NC1=NC=C2C=C(C(=NC2=C1)C=1N(C=CN1)C)C=1C=NC(=CC1C)C(CC)=O